N-[3-(4-amino-7-methyl-7H-pyrrolo[2,3-d]pyrimidin-5-yl)-2-fluoro-phenyl]-4-chloro-2-fluoro-benzenesulfonamide NC=1C2=C(N=CN1)N(C=C2C=2C(=C(C=CC2)NS(=O)(=O)C2=C(C=C(C=C2)Cl)F)F)C